N-(4-fluorophenyl)-4-hydroxy-6-oxo-2-(6-trifluoromethylpyridin-3-yl)-1,2,5,6-tetrahydropyridine-5-thioamide FC1=CC=C(C=C1)NC(=S)C1C(=CC(NC1=O)C=1C=NC(=CC1)C(F)(F)F)O